S(=O)(=O)=NC(C(N)C1=CC=CC=C1)C1=CC=CC=C1 Sulfonyl-1,2-diphenylethylenediamine